FC=1C=C2C(=C(NC2=CC1)C1=CC=C(C=C1)F)CCCN1C(C2=CC=CC=C2C1=O)=O [3-[5-fluoro-2-(4-fluorophenyl)-1H-indol-3-yl]propyl]isoindoline-1,3-dione